DL-aspartic acid sodium salt [Na+].N[C@@H](CC(=O)[O-])C(=O)[O-].[Na+] |r|